Di-benzyl α-Ketoglutarate O=C(C(=O)OCC1=CC=CC=C1)CCC(=O)OCC1=CC=CC=C1